1-(biphenyl-4-yl)-2-methyl-2-morpholinopropane C1(=CC=C(C=C1)CC(C)(N1CCOCC1)C)C1=CC=CC=C1